1,4-bis(2,3-dihydro-1H-inden-5-yl)butane-1,4-dione C1CCC2=CC(=CC=C12)C(CCC(=O)C=1C=C2CCCC2=CC1)=O